(2R,3R,4S,5S)-2-(4-Amino-5-(pyrimidin-5-ylethynyl)-7H-pyrrolo[2,3-d]pyrimidin-7-yl)-5-((((4-methyl-6-phenylpyrimidin-5-yl)methyl)thio)methyl)tetrahydrofuran-3,4-diol NC=1C2=C(N=CN1)N(C=C2C#CC=2C=NC=NC2)[C@@H]2O[C@@H]([C@H]([C@H]2O)O)CSCC=2C(=NC=NC2C2=CC=CC=C2)C